1-((3-(benzyloxy)phenyl)sulfonyl)-5-(2-fluorophenyl)-1H-pyrrole-3-carbaldehyde C(C1=CC=CC=C1)OC=1C=C(C=CC1)S(=O)(=O)N1C=C(C=C1C1=C(C=CC=C1)F)C=O